C(CCCCCCCC)C(C(=O)O)CC(=O)O nonylsuccinic acid